C(C1=CC=CC=C1)OC1=C2C(=CN(C2=CC=C1)CC1CC1)CCN(C)C 2-(4-(benzyloxy)-1-(cyclopropylmethyl)-1H-indol-3-yl)-N,N-dimethylethanamine